C(C1=CC=CC=C1)OC1C2C=CC(C1)C2 5-(benzyloxy)bicyclo[2.2.1]hept-2-ene